(E)-N-(4-((3-chloro-4-methoxyphenyl)amino)-3-cyano-7-ethoxy-2-ethylquinolin-6-yl)-4-(4-methylpiperazin-1-yl)but-2-enamide ClC=1C=C(C=CC1OC)NC1=C(C(=NC2=CC(=C(C=C12)NC(\C=C\CN1CCN(CC1)C)=O)OCC)CC)C#N